3-chloro-5-((2E,4E)-5-((1R,2R,3R,6R)-3-(cyclopropylamino)-1,2,6-trimethylcyclohexyl)-3-methylpenta-2,4-dien-1-yl)-4-(fluoromethoxy)-6-hydroxy-2-methylbenzaldehyde ClC=1C(=C(C=O)C(=C(C1OCF)C\C=C(\C=C\[C@@]1([C@H]([C@@H](CC[C@H]1C)NC1CC1)C)C)/C)O)C